OC1CCCCC1 (1S,2R,3R)-2-Hydroxycyclohexane